C(C(C)C)(=O)O.C(CC1=CC=CC=C1)OC(C(C)C)=O.FC=1C=C2CN(CC2=CC1)C(=O)NC1=CC=C(C=C1)C12CCC(CC1)(CC2)S(=O)(=O)CCC(C)(C)O 5-fluoro-N-(4-(4-((3-hydroxy-3-methylbutyl)sulfonyl)bicyclo[2.2.2]octan-1-yl)phenyl)isoindoline-2-carboxamide phenethyl-isobutyrate (CIS-ISOBUTYRATE)